ClC1=NC=C(C(=C1)N1C[C@H](CCC1)NC(OC(C)(C)C)=O)C1=CC=C(C=C1)C(=O)N1CCOCC1 tert-butyl N-[(3S)-1-[2-chloro-5-[4-(morpholin-4-carbonyl)phenyl]-4-pyridyl]-3-piperidyl]carbamate